4-piperidinyl-2-phenyl-1-(phenylsulfonylamino)-butane N1(CCCCC1)CCC(CNS(=O)(=O)C1=CC=CC=C1)C1=CC=CC=C1